[N+](=O)([O-])C=1C=NN2C1C(NCC2)=O 3-nitro-5H,6H,7H-pyrazolo[1,5-a]pyrazin-4-one